5-phenyl-4,6-nonanediol dibenzoate C(C1=CC=CC=C1)(=O)OC(CCC)C(C(CCC)OC(C1=CC=CC=C1)=O)C1=CC=CC=C1